FC1=CC(=C(CC2=CN=C3N2CCN(CC3)C(=O)OC(C)(C)C)C=C1)C(F)(F)F tert-butyl 3-(4-fluoro-2-(trifluoromethyl)benzyl)-5,6,8,9-tetrahydro-7H-imidazo[1,2-d][1,4]diazepine-7-carboxylate